N-(5-(4-(6-(2-(3-trifluoromethoxyphenyl)acetamido)pyridazin-3-yl)butyl)-1,3,4-thiadiazol-2-yl)cyclobutylcarboxamide FC(OC=1C=C(C=CC1)CC(=O)NC1=CC=C(N=N1)CCCCC1=NN=C(S1)NC(=O)C1CCC1)(F)F